5'-methoxy-1-(5-methyl-1,3,4-oxadiazol-2-yl)-6-oxo-1,6-dihydro-[3,4'-bipyridine]-4-carboxamide COC=1C(=CC=NC1)C1=CN(C(C=C1C(=O)N)=O)C=1OC(=NN1)C